OC=1C=C(C=CC1)S(=O)(=O)N[C@H]1[C@H](CCC1)O 3-hydroxy-N-((1R,2S)-2-hydroxycyclopentyl)benzenesulfonamide